N1-(4,6-dichloro-1,3,5-triazin-2-yl)-N4-phenylbenzene-1,4-diamine ClC1=NC(=NC(=N1)Cl)NC1=CC=C(C=C1)NC1=CC=CC=C1